tert-Butyl (2S)-4-(N-(3,3-difluorocyclobutyl)-2,2,2-trifluoroacetamido)-2-phenylpiperidine-1-carboxylate FC1(CC(C1)N(C(C(F)(F)F)=O)C1C[C@H](N(CC1)C(=O)OC(C)(C)C)C1=CC=CC=C1)F